4-methylbenzyl 4-amino-2,5-dimethylbenzoate NC1=CC(=C(C(=O)OCC2=CC=C(C=C2)C)C=C1C)C